2-((1-(3-(difluoromethyl)-6-methyl-2-morpholino-4-oxo-3,4-dihydroquinazolin-8-yl)ethyl)amino)benzoic acid FC(N1C(=NC2=C(C=C(C=C2C1=O)C)C(C)NC1=C(C(=O)O)C=CC=C1)N1CCOCC1)F